C(C=1C(C(=O)OCCCCCCCC\C=C/CCCCCCCC)=CC(C(=O)OCCCCCCCC\C=C/CCCCCCCC)=CC1)(=O)OCCCCCCCC\C=C/CCCCCCCC tri-oleyl trimellitate